COC(C(=O)C1=CC=CC=C1)C1=CC=CC=C1 2-methoxy-1,2-diphenyl-ethanone